2-cyclopropyl-6-(methylsulfanyl)-1H,2H,3H-pyrazolo[3,4-d]pyrimidin-3-one C1(CC1)N1NC2=NC(=NC=C2C1=O)SC